C(C)(C)(C)OC(=O)N1C[C@@H](N(CC1)C1=C(C(=CC(=C1)C#N)Br)OC)C.CC1=CC=CC2=C(C3=C(C=CC=C3C(=C12)OC(=O)C1C(CC=CC1)C(=O)O)C)OC(=O)C1C(CC=CC1)C(=O)O 1,5-dimethyl-9,10-bis[2-carboxy(4-cyclohexenyl)]carbonyloxyanthracene tert-butyl-(S)-4-(3-bromo-5-cyano-2-methoxyphenyl)-3-methylpiperazine-1-carboxylate